N-cyclopropyl-5-(5-(3,5-dichloro-4-fluorophenyl)-5-(trifluoromethyl)-4,5-dihydroisoxazol-3-yl)-5,6-dihydro-4H-thieno[2,3-c]pyrrole-2-carbothioamide C1(CC1)NC(=S)C1=CC2=C(CN(C2)C2=NOC(C2)(C(F)(F)F)C2=CC(=C(C(=C2)Cl)F)Cl)S1